CC1=C(C(NC(=C1)C)=O)CNC(=O)C=1C(=C(C=C(C1)C1=CC=C(C=C1)CN1CCOCC1)N(C1CCC(CC1)NC(OC(C)(C)C)=O)C)C tert-butyl ((1s,4s)-4-((5-(((4,6-dimethyl-2-oxo-1,2-dihydropyridin-3-yl)methyl)-carbamoyl)-4-methyl-4'-(morpholinomethyl)-[1,1'-biphenyl]-3-yl)(methyl)amino)-cyclohexyl)carbamate